(1r,3r,5s)-8-(9-(7-chloro-2-ethylbenzo[d]oxazol-6-yl)-7H-imidazo[1,2-c]pyrrolo[3,2-e]pyrimidin-5-yl)-8-azabicyclo[3.2.1]octan-3-amine ClC1=C(C=CC=2N=C(OC21)CC)C2=CNC1=C2C=2N(C(=N1)N1[C@H]3CC(C[C@@H]1CC3)N)C=CN2